NCC(C(C([2H])[2H])C1=CC=C(C=C1)F)F 4-amino-3-fluoro-2-(4-fluorophenyl)butan-1,1-d